N-(6-(1-cyanospiro[2.2]pentan-1-yl)isoquinolin-3-yl)-2-methyl-3-(1-methyl-1H-pyrazol-4-yl)cyclopropane-1-carboxamide C(#N)C1(CC12CC2)C=2C=C1C=C(N=CC1=CC2)NC(=O)C2C(C2C=2C=NN(C2)C)C